FC1=CC=C(C=C1)C=1C=C2C(=NC1)N(C(N2)=O)C(C2=CC=CC=C2)(C2=CC=CC=C2)C2=CC=CC=C2 6-(4-fluorophenyl)-3-trityl-1,3-dihydro-2H-imidazo[4,5-b]pyridin-2-one